[Na].[Na].NC1=C(C=C(C=C1)C1=NN(C2=NC=NC(=C21)N)C2CC2)CO (2-amino-5-(4-amino-1-cyclopropyl-1H-pyrazolo[3,4-d]pyrimidin-3-yl)phenyl)methanol disodium